NC=1N=C(C2=C(N1)N(C=C2)[C@H]2[C@](O)([C@H](O)[C@H](O2)CO)C)N 2,4-diamino-7-(2-C-methyl-β-D-ribofuranosyl)-7H-pyrrolo[2,3-d]pyrimidine